1-methyl-6,7-dihydro-5H-cyclopenta[c]pyridine-6-carbaldehyde CC1=NC=CC2=C1CC(C2)C=O